B(O)(O)O.C1(=CC=CC=C1)[Ag](C1=CC=CC=C1)(C1=CC=CC=C1)C1=CC=CC=C1 tetraphenylsilver borate